3-(4-((tert-butyldimethylsilyl)oxy)phenyl)-3-chloro-7-(trifluoromethyl)indol-2-one [Si](C)(C)(C(C)(C)C)OC1=CC=C(C=C1)C1(C(NC2=C(C=CC=C12)C(F)(F)F)=O)Cl